N-(4-(thiazol-2-yloxy)phenyl)-3,4-dihydro-2H-[1,4]oxazino[2,3-f]quinazolin-10-amine S1C(=NC=C1)OC1=CC=C(C=C1)NC1=NC=NC2=CC=C3C(=C12)OCCN3